Trans-N-[4-[5-[2-(ethylsulfamoyl)-4-(oxazol-2-ylmethyl)phenyl]thiazol-2-yl]cyclohexyl]carbamic acid isopropyl ester C(C)(C)OC(N[C@@H]1CC[C@H](CC1)C=1SC(=CN1)C1=C(C=C(C=C1)CC=1OC=CN1)S(NCC)(=O)=O)=O